C(C)(C)(C)OC([C@@H](CC=1C=C(C=CC1F)CC(=O)O)[C@@H]1CN(CC1)C(=O)OC(C)(C)C)=O 2-(3-((S)-3-(tert-butoxy)-2-((R)-1-(tert-butoxycarbonyl)pyrrolidin-3-yl)-3-oxopropyl)-4-fluorophenyl)acetic acid